2-(2-((3r,4r)-3-amino-4-fluoropiperidin-1-yl)-5,6-difluoro-1H-benzo[d]imidazol-1-yl)-1-(3,3-difluoroazetidin-1-yl)ethanone N[C@@H]1CN(CC[C@H]1F)C1=NC2=C(N1CC(=O)N1CC(C1)(F)F)C=C(C(=C2)F)F